2-chloro-5-(4,4,5,5-tetramethyl-1,3,2-dioxaborolan-2-yl)pyrimidine ClC1=NC=C(C=N1)B1OC(C(O1)(C)C)(C)C